C1=C(C=C(C(=C1O)O)O)C2=[O+]C3=CC(=CC(=C3C=C2O[C@H]4[C@@H]([C@H]([C@@H]([C@H](O4)CO)O)O)O)O)O The molecule is an anthocyanin cation consisting of delphinidin having a beta-D-glucosyl residue attached at the 3-hydroxy position. It has a role as a plant metabolite. It is a beta-D-glucoside and an anthocyanin cation. It derives from a delphinidin. It is a conjugate acid of a delphinidin 3-O-beta-D-glucoside betaine.